CN(C(C=C)=O)C1=C(C=CC=C1)C#CC1=CC=C(C=C1)F N-methyl-N-(2-((4-fluorophenyl)ethynyl)phenyl)-acrylamide